2-({6-[2-(diethylamino)ethyl]-4-phenylquinolin-2-yl}(methyl)amino)acetic acid C(C)N(CCC=1C=C2C(=CC(=NC2=CC1)N(CC(=O)O)C)C1=CC=CC=C1)CC